FC(COC=1C2=C(N(N=C2C=C(C1)C=1C=NN(C1)C)C)C1=CC(=C(C(=O)N)C(=C1)OC)OC(F)F)F 4-[4-(2,2-difluoroethoxy)-2-methyl-6-(1-methylpyrazol-4-yl)indazol-3-yl]-2-(difluoromethoxy)-6-methoxybenzamide